CC(C(=O)OCC(F)(F)F)(CN1N=C(C2=CC(=CC=C12)C(F)(F)F)C1=CC=CC=C1)C 2,2,2-Trifluoroethyl 2,2-dimethyl-3-(3-phenyl-5-(trifluoromethyl)-1H-indazol-1-yl)propanoate